phenyl (5-(difluoromethoxy)-2-fluoro-4-methylphenyl)carbamate FC(OC=1C(=CC(=C(C1)NC(OC1=CC=CC=C1)=O)F)C)F